BrC1=C(C(=C2C(=NC(=NC2=C1F)OC[C@]12CCCN2C[C@@H](C1)F)O)OC[C@H](C=C)NCCC(F)F)Cl 7-Bromo-6-chloro-5-(((S)-2-((3,3-difluoropropyl)amino)but-3-en-1-yl)oxy)-8-fluoro-2-(((2R,7aS)-2-fluorotetrahydro-1H-pyrrolizin-7a(5H)-yl)methoxy)quinazolin-4-ol